C[C@H]1COCC(N1)=O (S)-5-methylmorpholine-3-one